C(C)(C)(C)OC(N(C12CC3(C[C@@H](CC(C1)C3)C2)O)CC(=O)N2[C@@H](CCC2)C#N)=O (2-((S)-2-cyanopyrrolidin-1-yl)-2-oxoethyl)((1S,3r,5S)-3-hydroxyadamantan-1-yl)carbamic acid tert-butyl ester